3-(bromomethyl)azetidine BrCC1CNC1